(S)-2-(6-cyano-1-(2-(2-methoxyphenyl)-2-((tetrahydro-2H-pyran-4-yl)oxy)ethyl)-5-methyl-2,4-dioxo-1,2-dihydrothieno[2,3-d]pyrimidin-3(4H)-yl)-2-methylpropanoic acid C(#N)C1=C(C2=C(N(C(N(C2=O)C(C(=O)O)(C)C)=O)C[C@@H](OC2CCOCC2)C2=C(C=CC=C2)OC)S1)C